CC1=C(C=CC(=C1)OC(F)(F)F)NC1=C(C(=O)O)C=C(C=C1)C(F)(F)F 2-((2-methyl-4-(trifluorometh-oxy)phenyl)-amino)-5-(trifluoromethyl)-benzoic acid